COC1=C(N)C=C(C(=C1)SCC)OC 2,5-dimethoxy-4-ethylsulfanylaniline